(1,6-hexanediyl)bis(hydroxystearamide) C(CCCCCC(C(=O)N)(CCCCCCCCCCCCCCCC)O)C(C(=O)N)(CCCCCCCCCCCCCCCC)O